C(#N)C=1C=NC(=CC1)C1=CC=CC=C1 3-Cyano-6-phenylpyridine